C(CCCCCC)(=O)OOCCCCCCC(C)C isononyl heptanoyl peroxide